Sodium Persulphate S(=O)(=O)([O-])OOS(=O)(=O)[O-].[Na+].[Na+]